[1,2,4]triazolo[1,5-a]pyridine-7-carboxamide N=1C=NN2C1C=C(C=C2)C(=O)N